FC1=C(C(=O)N[C@H](C(=O)O)CC2=C3C=CC=NC3=C(C=C2)C=2C(N(C3=CC=CC=C3C2)C)=O)C(=CC=C1)F (S)-2-(2,6-difluorobenzoylamino)-3-(1-methyl-2-oxo-1,2-dihydro-[3,8'-biquinoline]-5'-yl)propionic acid